N-cyclooctyl-3-((4-((6,7-dimethoxyquinolin-4-yl)oxy)-3-fluorophenyl)amino)-1-methyl-1H-pyrazole-4-carboxamide C1(CCCCCCC1)NC(=O)C=1C(=NN(C1)C)NC1=CC(=C(C=C1)OC1=CC=NC2=CC(=C(C=C12)OC)OC)F